6,6-bis(non-3-yn-1-yloxy)hexanenitrile C(CC#CCCCCC)OC(CCCCC#N)OCCC#CCCCCC